4-[(2S)-2-[(1-methanesulfonylpyrrol-3-yl)formamido]-2-[(4-phenyl-1,3-thiazol-2-yl)carbamoyl]ethoxy]butanoic acid CS(=O)(=O)N1C=C(C=C1)C(=O)N[C@@H](COCCCC(=O)O)C(NC=1SC=C(N1)C1=CC=CC=C1)=O